N-[[6-(tetrahydrofuran-3-carbonyl)-6-azaspiro[2.5]octan-2-yl]methyl]furo[2,3-c]pyridine-2-carboxamide O1CC(CC1)C(=O)N1CCC2(C(C2)CNC(=O)C2=CC=3C(=CN=CC3)O2)CC1